3-{3-[(6-fluoronaphthalen-1-yl)oxy]propyl}-1H-indole-2-carboxylate FC=1C=C2C=CC=C(C2=CC1)OCCCC1=C(NC2=CC=CC=C12)C(=O)[O-]